ClC1=CC(=NC(=C1O)Cl)C(=O)NC1=C(N=CS1)C(=O)NCC1=C(C=CC=C1)OC(F)(F)F 5-(4,6-dichloro-5-hydroxypicolinamido)-N-(2-(trifluoromethoxy)benzyl)thiazole-4-carboxamide